(S)-benzhydryl 2-(dibenzylamino)-3,3-dimethylbutyrate C(C1=CC=CC=C1)N([C@H](C(=O)OC(C1=CC=CC=C1)C1=CC=CC=C1)C(C)(C)C)CC1=CC=CC=C1